trans-N-(6,6-dimethyl-2-hepten-4-ynyl)-N-methyl-1-naphthamide hydrochloride Cl.CC(C#C/C=C/CN(C(=O)C1=CC=CC2=CC=CC=C12)C)(C)C